5-bromo-4-chloro-2-(methylsulfanyl)pyrimidine BrC=1C(=NC(=NC1)SC)Cl